methyl 2,3,4-tri-O-methyl-beta-D-glucopyranoside CO[C@H]1[C@H](OC)O[C@@H]([C@H]([C@@H]1OC)OC)CO